FC1(C2CCC(CC21)CS(=O)(=O)NC2=C(C=C(C=C2)C2=NC=1C=NC(=NC1N(C2=O)C(C)C)NC2CCC(CC2)N(C)C)F)F 1-(7,7-difluoronorcaran-3-yl)-N-[4-[2-[[4-(dimethylamino)cyclohexyl]amino]-8-isopropyl-7-oxo-pteridin-6-yl]-2-fluoro-phenyl]methanesulfonamide